C(C)OC(=O)C=1C(N(C(=C(C1)Br)C)C=1C=NC=C(C1)F)=O 5-Bromo-5'-fluoro-6-methyl-2-oxo-2H-[1,3'-bipyridine]-3-carboxylic acid ethyl ester